N-[3-[6-(difluoromethoxy)-2,3-dihydro-1,4-benzoxathiepin-7-yl]-1H-pyrazol-4-yl]Pyrazolo[1,5-a]Pyrimidine-3-carboxamide FC(OC1=C(C=CC2=C1CSCCO2)C2=NNC=C2NC(=O)C=2C=NN1C2N=CC=C1)F